C(C)(C)NC(O[C@H]1C[C@H](CC1)C=1NN=C(C1)NC(=O)C1CN(CC1)C1=C(C(=CC=C1)OCC1=CC=CC=C1)C=O)=O (1R,3S)-3-(5-{1-[3-(benzyloxy)-2-formylphenyl]pyrrolidine-3-amido}-2H-pyrazol-3-yl)cyclopentyl N-isopropylcarbamate